tert-butyl 4-(7-{2,8-dimethylimidazo[1,2-b]pyridazin-6-yl}-6-methoxy-4-oxoquinazolin-3-yl)piperidine-1-carboxylate CC=1N=C2N(N=C(C=C2C)C2=C(C=C3C(N(C=NC3=C2)C2CCN(CC2)C(=O)OC(C)(C)C)=O)OC)C1